boron-sodium deuteride [2H-].[Na+].[B+3].[2H-].[2H-].[2H-]